BrC1=C(C=CC(=C1)Cl)N1CCCC1 1-(2-bromo-4-chlorophenyl)pyrrolidine